(1R,2S,5S)-6,6-dimethyl-N-((S)-1-oxo-3-((S)-2-oxopyrrolidin-3-yl)propan-2-yl)-3-(4H-thieno[3,2-b]pyrrole-5-carbonyl)-3-azabicyclo[3.1.0]hexane-2-carboxamide CC1([C@H]2CN([C@@H]([C@@H]12)C(=O)N[C@H](C=O)C[C@H]1C(NCC1)=O)C(=O)C1=CC2=C(N1)C=CS2)C